p-(trifluoromethyl)-α-methylstyrene FC(C1=CC=C(C(=C)C)C=C1)(F)F